4-(p-bromophenyl)but-3-en-2-one BrC1=CC=C(C=C1)C=CC(C)=O